C(C)NC1=NC(=CC(=C1)C1=C(C=C(C#N)C=C1)C1=NN=CN1C)N1C(C2=CC(=CC(=C2C1)C(F)(F)F)OC)=O 4-[2-(ethylamino)-6-[6-methoxy-1-oxo-4-(trifluoromethyl)-3H-isoindol-2-yl]pyridin-4-yl]-3-(4-methyl-1,2,4-triazol-3-yl)benzonitrile